BrC1=CC=C(C=N1)C(=O)NCC=1C(=NC=CC1)C 6-bromo-N-[(2-methyl-3-pyridinyl)methyl]pyridine-3-carboxamide